OCCOCCOCCN(C(OCC[Si](C)(C)C)=O)C 2-(trimethylsilyl)ethyl (2-(2-(2-hydroxyethoxy)ethoxy)ethyl)(methyl)carbamate